FC(C1N(CCCC1)C1=CC(=CC(N1)=O)C1=C2C(=NC=C1)NC(=C2)C=2C=NC(=NC2)C(F)(F)F)(F)F 6-[2-(trifluoromethyl)-1-piperidinyl]-4-[2-[2-(trifluoromethyl)pyrimidin-5-yl]-1H-pyrrolo[2,3-b]pyridin-4-yl]-1H-pyridin-2-one